FC=1C=2N(C=C(C1)NC(=O)C1=CC=3C(=NC(=CC3)C=3CC(NC(C3)(C)C)(C)C)S1)C=C(N2)C N-(8-fluoro-2-methylimidazo[1,2-a]pyridin-6-yl)-6-(2,2,6,6-tetramethyl-1,2,3,6-tetrahydropyridin-4-yl)thieno[2,3-b]pyridine-2-carboxamide